O=C1N[C@H]2[C@@H](OC1)CCN(C2)C(=O)N2CCC(CC2)=C(C2=CC=C(OCCNC(OC(C)(C)C)=O)C=C2)C2=CC=CC=C2 tert-Butyl (2-(4-((1-((4aR,8aS)-3-oxooctahydro-2H-pyrido[4,3-b][1,4]oxazine-6-carbonyl)piperidin-4-ylidene)(phenyl)methyl)phenoxy)ethyl)carbamate